N(C(=S)N)N=CC1=CC=C(C=C1)C1=C(C=C(C=C1)N1C(O[C@H](C1)CNC(C)=O)=O)F (S)-N-({3-[4'-(thioureidoiminomethyl)-2-fluoro-1,1'-biphenyl-4-yl]-2-oxo-1,3-oxazolidin-5-yl}methyl)acetamide